NC1=C2C(=NC=N1)N(N=C2C=2NC1=CC(=CC=C1C2Cl)C(=O)NC)C2CCCCC2 2-(4-amino-1-cyclohexyl-1H-pyrazolo[3,4-d]pyrimidin-3-yl)-3-chloro-N-methyl-1H-indole-6-carboxamide